methyl (E)-3-(3-((1S,2R,4R)-N-((S)-(4'-(dimethylamino)-3-fluoro-[1,1'-biphenyl]-4-yl)methyl-d)bicyclo[2.2.1]heptane-2-carboxamido)-5-fluorophenyl)acrylate CN(C1=CC=C(C=C1)C1=CC(=C(C=C1)[C@@H](N(C(=O)[C@H]1[C@H]2CC[C@@H](C1)C2)C=2C=C(C=C(C2)F)/C=C/C(=O)OC)[2H])F)C